CN1C(=NC2=CC=CC=C2C1=O)C1=CC=CC=C1 3-methyl-2-phenylquinazolin-4(3H)-one